N2-(tert-butyl)-6-(3,6-difluoropyridin-2-yl)-1,3,5-triazine-2,4-diamine C(C)(C)(C)NC1=NC(=NC(=N1)N)C1=NC(=CC=C1F)F